ClC=1C2=C(C(N(C1)C1=CC(=CC(=C1)C1(CC(C1)C)C1=NN=CN1C)OCC)=O)NC(=C2)CN2C[C@H](CCC2)C 4-chloro-6-(3-ethoxy-5-((1S,3R)-3-methyl-1-(4-methyl-4H-1,2,4-triazol-3-yl)cyclobutyl)phenyl)-2-(((S)-3-methylpiperidin-1-yl)methyl)-1,6-dihydro-7H-pyrrolo[2,3-c]pyridin-7-one